CC1=C(SC=C1)C1=CC(OC2=CC(=CC=C12)O[C@@H](C(=O)N1C[C@H](CCC1)CC(=O)O)C)=O 2-[(3R)-1-[(2R)-2-[4-(3-methyl-2-thienyl)-2-oxo-chromen-7-yl]oxypropionyl]-3-piperidinyl]acetic acid